diethyl formylaminomalonate C(=O)NC(C(=O)OCC)C(=O)OCC